4-[(3-fluoro-5-nitro-2-pyridyl)oxy]-6,7-dimethoxy-quinoline FC=1C(=NC=C(C1)[N+](=O)[O-])OC1=CC=NC2=CC(=C(C=C12)OC)OC